4-((R)-4-propenoyl-3-methylpiperazin-1-yl)-7-(2-amino-6-fluorophenyl)-6-chloro-1-(2-isopropyl-4-methylpyridin-3-yl)-2-oxo-1,2-dihydro-1,8-naphthyridine-3-carbonitrile C(C=C)(=O)N1[C@@H](CN(CC1)C1=C(C(N(C2=NC(=C(C=C12)Cl)C1=C(C=CC=C1F)N)C=1C(=NC=CC1C)C(C)C)=O)C#N)C